CN(C1CCC2(CCN(CC2)C(=O)C2=CC(=CC=C2)OC(F)(F)F)CC1)C=1C2=C(N=CN1)NC=C2 {9-[Methyl(7H-pyrrolo[2,3-d]pyrimidin-4-yl)amino]-3-azaspiro[5.5]undec-3-yl}(3-trifluoromethoxyphenyl)methanon